ClCCN(P1(OCCCN1)=O)CCOCC 2-((2-chloroethyl)(2-ethoxyethyl)amino)-1,3,2-oxazaphosphinane-2-oxide